NC(COC)C=1C=C(C=C(C1)C(COC)[N+](=O)[O-])C1=CC(=CC(=C1)C#N)C#N 3'-(1-amino-2-methoxyethyl)-5'-(2-methoxy-1-nitroethyl)-[1,1'-biphenyl]-3,5-dicarbonitrile